C(=CCC)OC1=C(C=C2C(=CC=NC2=C1)OC1=C(C=C(C=C1)N(C(=O)C1(CC1)C(=O)N)C1=CC=C(C=C1)F)F)OC N-(4-((7-(1-butenyloxy)-6-methoxyquinolin-4-yl)oxy)-3-fluorophenyl)N-(4-fluorophenyl)cyclopropane-1,1-dicarboxamide